5-(oxiran-2-yl)benzene-1,3-dicarbonitrile O1C(C1)C=1C=C(C=C(C1)C#N)C#N